(7S)-3-amino-14-(cyclopropylmethyl)-11-fluoro-7-methyl-4-oxo-4,5,6,7,13,14-hexahydro-1,15-ethenopyrazolo[4,3-f][1,4,8,10]-benzoxatriazacyclotridecine-12-carbonitrile NC1=NN2C3=C1C(NC[C@@H](OC1=C(CN(C(=N3)C=C2)CC2CC2)C(=C(C=C1)F)C#N)C)=O